[Mn].[Ba].[Pr] Praseodymium-barium-manganese